3-(4-(8-chloro-7-((7-fluoro-2-methyl-1H-benzo[d]imidazol-6-yl)oxy)quinoxalin-2-yl)-1H-pyrazol-1-yl)cyclobutanone ClC=1C(=CC=C2N=CC(=NC12)C=1C=NN(C1)C1CC(C1)=O)OC=1C=CC2=C(NC(=N2)C)C1F